Tert-butyl 3-((1S,3S,5S)-5-methyl-2-((4-phenoxybutanoyl)glycyl)-2-azabicyclo[3.1.0]hexane-3-carboxamido)azetidine-1-carboxylate C[C@@]12C[C@H](N([C@H]2C1)C(CNC(CCCOC1=CC=CC=C1)=O)=O)C(=O)NC1CN(C1)C(=O)OC(C)(C)C